1,3-di-9H-carbazolylbenzene C1(=CC=CC=2C3=CC=CC=C3NC12)C1=CC(=CC=C1)C1=CC=CC=2C3=CC=CC=C3NC12